N-(4-(butylsulfanyl)-3-formyl-2-oxo-2H-chromen-7-yl)-N-ethylglycine methyl ester COC(CN(CC)C1=CC=C2C(=C(C(OC2=C1)=O)C=O)SCCCC)=O